CC1=CC=C(C(=O)NC2=C(C=CC=C2)N=NC2=CC=CC=C2)C=C1 4-methylbenzoyl-2-(phenylazo)-aniline